Methyl isoButyl Ketone C(C(C)C)C(=O)C